methyl 1-(4-isobutylphenyl)-3-methyl-1H-pyrazole-4-carboxylate C(C(C)C)C1=CC=C(C=C1)N1N=C(C(=C1)C(=O)OC)C